Benzoylphosphin C(C1=CC=CC=C1)(=O)P